(2-(3-(1-(20-chloro-4-oxo-8,11,14-trioxa-5-azaicosanoyl)piperidin-4-yl)-5'-fluoro-1'-methyl-1H,1'H-[4,6'-biindazol]-1-yl)acetyl)glycylglycine ClCCCCCCOCCOCCOCCNC(CCC(=O)N1CCC(CC1)C1=NN(C=2C=CC=C(C12)C1=C(C=C2C=NN(C2=C1)C)F)CC(=O)NCC(=O)NCC(=O)O)=O